1-((1R,3r,5S)-3-((4-((5-(furan-2-yl)-2-methoxyphenyl)amino)-7-methoxy-quinazolin-6-yl)oxy)-8-azabicyclo[3.2.1]octan-8-yl)prop-2-en-1-one O1C(=CC=C1)C=1C=CC(=C(C1)NC1=NC=NC2=CC(=C(C=C12)OC1C[C@H]2CC[C@@H](C1)N2C(C=C)=O)OC)OC